3-(4-chlorophenyl)-N-[(1S)-1-cyclohexyl-2-[4-(3,5-dimethyl-1H-pyrazol-4-yl)anilino]-2-oxo-ethyl]isoxazole-4-carboxamide ClC1=CC=C(C=C1)C1=NOC=C1C(=O)N[C@H](C(=O)NC1=CC=C(C=C1)C=1C(=NNC1C)C)C1CCCCC1